ClC=1C(N(C(=CC1OC([2H])([2H])C1=NC=C(C=C1F)F)C)C1=CC(=NC=C1C)N1N=C(N=C1)C(C)(C)O)=O 3-Chloro-4-((3,5-difluoropyridin-2-yl)methoxy-d2)-2'-(3-(2-hydroxypropan-2-yl)-1H-1,2,4-triazol-1-yl)-5',6-dimethyl-2H-[1,4'-bipyridyl]-2-one